C(CCCCCCCCCCC)NC(=[NH2+])N DODECYL-GUANIDINIUM